3-Ethyl-4-((3-fluoro-2-methylphenyl)amino)cyclobut-3-ene-1,2-dione C(C)C=1C(C(C1NC1=C(C(=CC=C1)F)C)=O)=O